3-(((4-(Trifluoromethyl)phenyl)amino)methyl)-4H-chromen-4-one FC(C1=CC=C(C=C1)NCC1=COC2=CC=CC=C2C1=O)(F)F